ClC1=C(C(=CC=C1Cl)OCOC)C1CC(NC1)=O 4-[2,3-dichloro-6-(methoxymethoxy)phenyl]Pyrrolidin-2-one